3-[6-[(3S)-4-[2-(2,2-dimethoxyethoxy)ethyl]-3-methyl-piperazin-1-yl]pyrimidin-4-yl]-5-(1-methylcyclopropoxy)-1H-indazole COC(COCCN1[C@H](CN(CC1)C1=CC(=NC=N1)C1=NNC2=CC=C(C=C12)OC1(CC1)C)C)OC